C(C)(C)(C)OC(=O)N1CC=2N=CN=C(C2CC1)OC1=C(C(=CC=C1)Br)C(F)(F)F 4-[3-Bromo-2-(trifluoromethyl)phenoxy]-5H,6H,7H,8H-pyrido[3,4-d]pyrimidine-7-carboxylic acid tert-butyl ester